C1(CCCC1)CC(=O)N1CC2=C(CC1)N=C(S2)N2C[C@@H]1N(CC2)CCC1 (R)-2-cyclopentyl-1-(2-(hexahydropyrrolo[1,2-a]pyrazin-2(1H)-yl)-6,7-dihydrothiazolo[5,4-c]pyridin-5(4H)-yl)ethan-1-one